N-((1-Cyclopropylpyrrolidin-3-yl)methyl)-5,7-diphenylpyrazolo[1,5-a]pyrimidine-2-carboxamide C1(CC1)N1CC(CC1)CNC(=O)C1=NN2C(N=C(C=C2C2=CC=CC=C2)C2=CC=CC=C2)=C1